C1(=CC=CC2=CC=CC=C12)CCC[NH-] naphthylpropylamide